N-(4-((2-amino-3-methoxyphenoxy)methyl)tetrahydrofuran-3-yl)-2-chloro-5-(trifluoromethyl)pyrimidin-4-amine NC1=C(OCC2C(COC2)NC2=NC(=NC=C2C(F)(F)F)Cl)C=CC=C1OC